2-[[(3R)-5-Chloro-8-hydroxy-3-methyl-3,4-dihydro-1H-isochromene-7-carbonyl]amino]-3-phenylpropanoic acid ClC1=C2C[C@H](OCC2=C(C(=C1)C(=O)NC(C(=O)O)CC1=CC=CC=C1)O)C